triethyl-λ5-bismuthanone C(C)[Bi](=O)(CC)CC